1-(2-hydroxyethyl)azetidin OCCN1CCC1